Cl.C12(CCC(CC1)CC2)N Bicyclo[2.2.2]octan-1-amine HCl